tert-butyl ((6-benzyl-5-methyl-5,6,7,8-tetrahydro-2,6-naphthyridin-3-yl)methyl)carbamate C(C1=CC=CC=C1)N1C(C=2C=C(N=CC2CC1)CNC(OC(C)(C)C)=O)C